Benzyl (S)-3-((4-Bromo-6-Chloro-2-Methylpyridin-3-Yl)Carbamoyl)Pyrrolidine-1-Carboxylate BrC1=C(C(=NC(=C1)Cl)C)NC(=O)[C@@H]1CN(CC1)C(=O)OCC1=CC=CC=C1